C(C)(C)(C)C1=CC2=C(C3=C(C4=CC=C(C=C4C(=C3C(=C2C=C1)C1=CC=C(C=C1)C(C)(C)C)C1=CC=CC=C1)C(C)(C)C)C1=CC=C(C=C1)C(C)(C)C)C1=CC=CC=C1 2,8-di-t-butyl-5,11-bis(4-t-butylphenyl)-6,12-diphenyl-tetracene